CN(CCNCCC[Si](OC)(OC)C)C N-(2-dimethylaminoethyl)-3-aminopropyl-methyl-dimethoxysilane